CC1(OB(OC1(C)C)C=1C=CC2=C(N=C(S2)C2C[C@H](N([C@H](C2)C)C)C)C1)C 5-(4,4,5,5-tetramethyl-1,3,2-dioxaborolan-2-yl)-2-((2R,4r,6S)-1,2,6-trimethylpiperidin-4-yl)benzo[d]thiazole